CC1=NC(=NC(=C1)C)CN1C[C@H]([C@@H](CC1)C(=O)N1CCC(CC1)(O)CN1C=NC2=C(C1=O)C=CN2C2=CC=C(C=C2)OC)C2=CC=CC=C2 3-[[1-[(3R,4R)-1-[(4,6-dimethylpyrimidin-2-yl)methyl]-3-phenyl-piperidine-4-carbonyl]-4-hydroxy-4-piperidinyl]methyl]-7-(4-methoxyphenyl)pyrrolo[2,3-d]pyrimidin-4-one